OC1CC[C@@H]2[C@@]1(CC[C@@H]1[C@]3(CCC=4N=C(SC4C3=CC[C@@H]21)C2=CC=C(C(=O)O)C=C2)C)C 4-((5aR,5bS,7aS,10aS,10bR)-8-hydroxy-5a,7a-dimethyl-5,5a,5b,6,7,7a,8,9,10,10a,10b,11-dodecahydro-4H-cyclopenta[7,8]phenanthro[2,1-d]thiazol-2-yl)benzoic acid